Cl.N[C@H](C)C=1C(=C(C=CC1)C(CO)(F)F)C |r| (R/S)-2-(3-(1-Aminoethyl)-2-methylphenyl)-2,2-difluoroethan-1-ol hydrochloride